methyl 2-amino-4-(4-(3-amino-4-(methoxycarbonyl)phenoxy)butoxy)-5-fluorobenzoate NC1=C(C(=O)OC)C=C(C(=C1)OCCCCOC1=CC(=C(C=C1)C(=O)OC)N)F